C1=C(C=CC=2C3=CC=CC=C3C3=CC=CC=C3C12)C1=CC=C(C=C1)C=1C=CC=2N(C3=CC=CC=C3C2C1)C1=CC=2C3=CC=CC=C3C3=CC=CC=C3C2C=C1 3-{4-(triphenylen-2-yl)phenyl}-9-(triphenylen-2-yl)-9H-carbazole